1-Propyl-2-butylpyrrolidinium triflat [O-]S(=O)(=O)C(F)(F)F.C(CC)[NH+]1C(CCC1)CCCC